5-iodopicolinamide IC=1C=CC(=NC1)C(=O)N